BrC1=C(OC2=C1N=C(N=C2NCC=2SC=CC2)Cl)C([C@H]([C@H](C)F)NC(OC(C)(C)C)=O)(F)F tert-butyl N-[(2S,3S)-1-{7-bromo-2-chloro-4-[(thiophen-2-ylmethyl)amino]furo[3,2-d]pyrimidin-6-yl}-1,1,3-trifluorobutan-2-yl]carbamate